(2R)-1-[5-(4-fluorobenzenesulfonyl)-1H,2H,3H,4H,5H,6H-pyrrolo[3,4-c]pyrrol-2-yl]-3-methyl-2-phenylbutan-1-one FC1=CC=C(C=C1)S(=O)(=O)N1CC2=C(C1)CN(C2)C([C@H](C(C)C)C2=CC=CC=C2)=O